C(C)(=O)OC1=C(C(=CC=2C[C@@H]3CC4=C(C=CC(=C4C(C3=C(C12)O)=O)O)N(C)C)OC(C)=O)C(N)=O (R)-3-Acetoxy-2-carbamoyl-7-(dimethylamino)-10,12-dihydroxy-11-oxo-5a,6-dihydro-5H-naphthacen-1-yl acetate